C[C@H]([C@@H](C(NC)=O)NC(=O)[C@H](CC1=CNC2=NC=CC=C21)NC(OC(C)(C)C)=O)CC tert-butyl N-[(1S)-1-{[(1S,2S)-2-methyl-1-(methylcarbamoyl)butyl]carbamoyl}-2-{1H-pyrrolo[2,3-b]pyridin-3-yl}ethyl]carbamate